N1-(2-chloro-5-iodopyrimidin-4-yl)benzene-1,2-diamine ClC1=NC=C(C(=N1)NC=1C(=CC=CC1)N)I